CN(C)\C=C/1\C(C=2C=CC(=CC2CC1)NC(C)=O)=O (E)-N-(6-((dimethylamino)methylene)-5-oxo-5,6,7,8-tetrahydronaphthalen-2-yl)acetamide